(S)-1-(2-((t-butoxycarbonyl)amino)propyl)-5-fluoro-1H-pyrrole-3-carboxylic acid C(C)(C)(C)OC(=O)N[C@H](CN1C=C(C=C1F)C(=O)O)C